(4-SEC-BUTYLPHENYL)BORONIC ACID C(C)(CC)C1=CC=C(C=C1)B(O)O